3-(3-ethyl-4-oxo-spiro[6,8-dihydro-5H-pyrazolo[4,3-c]azepine-7,4'-tetrahydropyran]-1-yl)propyl 1-acetylpiperidine-4-carboxylate C(C)(=O)N1CCC(CC1)C(=O)OCCCN1N=C(C=2C(NCC3(CCOCC3)CC21)=O)CC